N-(3-methoxybenzyl)-4-methylthiazol-2-amine COC=1C=C(CNC=2SC=C(N2)C)C=CC1